4-(8-bromo-4-methoxy-6-methyl-quinazolin-2-yl)morpholine BrC=1C=C(C=C2C(=NC(=NC12)N1CCOCC1)OC)C